4-(4-((1R,5S)-3,8-Diazabicyclo[3.2.1]octan-3-yl)-2-((tetrahydro-1H-pyrrolizin-7a(5H)-yl)methoxy-d2)-5,8-dihydropyrido[3,4-d]pyrimidin-7(6H)-yl)-5-ethynyl-6-fluoronaphthalen-2-ol [C@H]12CN(C[C@H](CC1)N2)C=2C1=C(N=C(N2)OC([2H])([2H])C23CCCN3CCC2)CN(CC1)C1=CC(=CC2=CC=C(C(=C12)C#C)F)O